(S)-N-(1-((3',5'-dimethyl-[3,4'-bipyridin]-6-yl)amino)-1-oxo-3,3-diphenylpropan-2-yl)-1-methyl-1H-pyrazole-5-carboxamide CC=1C=NC=C(C1C=1C=NC(=CC1)NC([C@H](C(C1=CC=CC=C1)C1=CC=CC=C1)NC(=O)C1=CC=NN1C)=O)C